1,2-di-t-butoxycyclohexane C(C)(C)(C)OC1C(CCCC1)OC(C)(C)C